COC1=C(CNC=2C=3N(C4=CC(=C(C=C4N2)C(F)(F)F)C(=O)O)C=NC3)C=CC(=C1)OC 4-((2,4-dimethoxybenzyl)amino)-7-(trifluoromethyl)imidazo[1,5-a]quinoxaline-8-carboxylic acid